1-methyl-N-((6-((5-methylisoxazol-3-yl)methyl)-1H-indol-2-yl)methyl)cyclopropanecarboxamide CC1(CC1)C(=O)NCC=1NC2=CC(=CC=C2C1)CC1=NOC(=C1)C